N,N-bis(pyridin-2-yl-methyl)-1,1-bis(pyridin-2-yl)-1-aminoethane N1=C(C=CC=C1)CN(C(C)(C1=NC=CC=C1)C1=NC=CC=C1)CC1=NC=CC=C1